BrC1=CC=C(C=C1)C1=NN2C(SC1)=NN=C2CCC=2C=NC=CC2 6-(4-Bromophenyl)-3-(2-(pyridine-3-yl)ethyl)-7H-[1,2,4]triazolo[3,4-b][1,3,4]thiadiazine